C1(CC1)C1=CC(=CC(=N1)C1=NC2=C(N1)C(=CC(=C2)CNCCOC)C(F)(F)F)C2=C(C=C(C=C2)F)C2=NN=CN2C [(2-{6-Cyclopropyl-4-[4-fluoro-2-(4-methyl-1,2,4-triazol-3-yl)phenyl]pyridin-2-yl}-7-(trifluoromethyl)-1H-1,3-benzodiazol-5-yl)methyl](2-methoxyethyl)amine